zinc di(undecanoate) C(CCCCCCCCCC)(=O)[O-].C(CCCCCCCCCC)(=O)[O-].[Zn+2]